Butyl-(chloromethyl)sulfane C(CCC)SCCl